[7-(4-chlorophenyl)-3-cyclohexyl-2,6-dioxo-2,3,6,7-tetrahydro-1H-purin-1-yl]methyl 2,2-dimethylpropanoate CC(C(=O)OCN1C(N(C=2N=CN(C2C1=O)C1=CC=C(C=C1)Cl)C1CCCCC1)=O)(C)C